C(C)[Si](CC)=[Si](C1C(=CC2=C(C=CC=C12)C1=CC=C(C=C1)C(C)(C)C)C)C1C(=CC2=C(C=CC=C12)C1=CC=C(C=C1)C(C)(C)C)C (diethylsilanediyl)-bis(2-methyl-4-(4-tert-butylphenyl)indenyl)silane